FC(C1=NN(C=C1[N+](=O)[O-])COCC[Si](C)(C)C)F 3-(difluoromethyl)-4-nitro-1-((2-(trimethylsilyl)ethoxy)methyl)-1H-pyrazole